4-(1-(2-chloro-4-((cyclopropylamino)methyl)phenyl)-1H-imidazol-4-yl)-N-((3R,4S)-1-(cyclopropylsulfonyl)-3-methylpiperidin-4-yl)-5-(trifluoromethyl)pyrimidin-2-amine ClC1=C(C=CC(=C1)CNC1CC1)N1C=NC(=C1)C1=NC(=NC=C1C(F)(F)F)N[C@@H]1[C@@H](CN(CC1)S(=O)(=O)C1CC1)C